1-(3-bromophenyl)ethanone BrC=1C=C(C=CC1)C(C)=O